cyanoethyl dithiopropionate benzyl-dithiopropionate benzyl-dithiobenzoate C(C1=CC=CC=C1)SC(C1=CC=CC=C1)=S.C(C1=CC=CC=C1)SC(CC)=S.C(CC)(=S)SCCC#N